C(C(=C)C)(=O)OCC[SiH2]C(OC)OC β-methacryloyloxyethyl-dimethoxymethyl-silane